C1(CC1)NCC1CN(CC1)C(=O)OC(C)(C)C tert-butyl 3-((cyclopropylamino)methyl)pyrrolidine-1-carboxylate